O[C@@H]1CNCC[C@H]1N Trans-3-hydroxy-4-aminopiperidine